O=C1N(CC2=C3C(=CC=C12)C1(CCNCC1)CO3)C3C(NC(CC3)=O)=O 3-(6-oxo-6,8-dihydro-2H,7H-spiro[furo[2,3-e]isoindole-3,4'-piperidin]-7-yl)piperidine-2,6-dione